FC=1C=C(C=C(C1OCCCCCCCCCCCCCC)F)S(=O)(=O)C=1C=NC2=CC=C(C=C2C1N1CCC(CC1)N1CCC(CC1)N1CCN(CC1)CC)S(=O)C 3-((3,5-difluoro-4-(tetradecyloxy)phenyl)sulfonyl)-4-(4-(4-ethylpiperazin-1-yl)-[1,4'-bipiperidin]-1'-yl)-6-(methylsulfinyl)quinoline